(S)-5-(3-fluoro-5-methylphenyl)-2-(3-fluorobicyclo[1.1.1]pentan-1-yl)-2,5,6,7-tetrahydro-3H-pyrrolo[2,1-c][1,2,4]triazol-3-one FC=1C=C(C=C(C1)C)[C@@H]1CCC2=NN(C(N21)=O)C21CC(C2)(C1)F